(4-(pyridin-4-yl)phenyl)amine N1=CC=C(C=C1)C1=CC=C(C=C1)N